S(=O)(=O)([O-])[O-].[Cu+2].[Cu+2].S(=O)(=O)([O-])[O-] Copper-Copper Sulfate